4-(4-fluorophenyl)-2-(4-methylsulfinylphenyl)-5-(4-pyridyl)1H-imidazole FC1=CC=C(C=C1)C=1N=C(NC1C1=CC=NC=C1)C1=CC=C(C=C1)S(=O)C